phenyl-oxirane C1(=CC=CC=C1)C1OC1